4,5,6,7-tetrahydroisoxazolo[4,3-c]pyridine hydrogen chloride Cl.N=1OC=C2CNCCC21